4-methanesulfonylmethyl-2-(morpholin-4-yl)8-[2-(tetrahydropyran-2-yl)-2H-pyrazol-3-yl]-[1,7]naphthyridine CS(=O)(=O)CC1=CC(=NC2=C(N=CC=C12)C=1N(N=CC1)C1OCCCC1)N1CCOCC1